[Si](C)(C)(C(C)(C)C)O[C@H](CON)C (S)-O-(2-((tert-butyldimethylsilyl)oxy)propyl)hydroxylamine